C(C)(C)[Si](C(C)C)(C(C)C)OS(=O)(=O)C(F)(F)F triisopropylsilyl-trifluoromethanesulfonic acid